C1(=CC=CC=C1)C1N(C(=C(N1C)O)O)C 2-phenyl-4,5-dihydroxydimethylimidazole